NCC1=CC=C(C=C1)C[C@H](C(=O)O)NC (R)-3-(4-(aminomethyl)phenyl)-2-(methylamino)propanoic acid